(S)-8-((1-methyl-1H-pyrazol-4-yl)sulfonyl)-3-(2-(4-(p-tolyl)piperazin-1-yl)ethyl)-2-oxa-8-azaspiro[4.5]decan-1-one CN1N=CC(=C1)S(=O)(=O)N1CCC2(C[C@H](OC2=O)CCN2CCN(CC2)C2=CC=C(C=C2)C)CC1